N-((5-(2,6-dioxopiperidin-3-yl)-6-oxo-5,6-dihydro-4H-thieno[2,3-c]pyrrol-2-yl)-methyl)-2-oxo-4-phenylbutanamide O=C1NC(CCC1N1C(C2=C(C1)C=C(S2)CNC(C(CCC2=CC=CC=C2)=O)=O)=O)=O